2-((6S,9S,12R,14R)-9-((S)-sec-butyl)-14-hydroxy-6,12-diisopropyl-2,2,5,11-tetramethyl-4,7,10-trioxo-3-oxa-5,8,11-triazatetradecan-14-yl)thiazole-4-carboxylic acid [C@H](C)(CC)[C@H](NC([C@@H](N(C(OC(C)(C)C)=O)C)C(C)C)=O)C(N([C@H](C[C@@H](O)C=1SC=C(N1)C(=O)O)C(C)C)C)=O